ClC1=CC=C(C=C1)[C@@H]1CCC2=NN=C(N21)C=2C=C1C(=NNC1=CC2)C (S)-5-(5-(4-chlorophenyl)-6,7-dihydro-5H-pyrrolo[2,1-c][1,2,4]triazol-3-yl)-3-methyl-1H-indazole